P(=O)(OC)(OC[C@@H](CCCCCCCCCCCCCCCCC)OCC1=CC(=CC(=C1)C#N)Cl)OC1=C(C=CC=C1)Cl methyl ((R)-2-((3-chloro-5-cyanobenzyl) oxy)nonadecyl) (2-chlorophenyl) phosphate